Cl.Cl.COC1=CC=C(C=C1)C=O (4-methoxyphenyl)methanone dihydrochloride